COC1=C(CN2C3CCC2CC=2N=CN=CC23)C(=CC(=C1)OC)OC 10-(2,4,6-trimethoxybenzyl)-6,7,8,9-tetrahydro-5H-5,8-epiminocyclohepta[d]-pyrimidine